CC(C(=O)O)(C)OC1=CC=C(C=C1)CN1C(N(CC1)C1=CC=C(C=C1)C(F)(F)F)=O 2-Methyl-2-(4-((2-oxo-3-(4-(trifluoromethyl)phenyl)imidazolin-1-yl)methyl)phenoxy)propanoic acid